[(3aR,4S,7R,7aS)-1,3,3a,4,7,7a-hexahydro-1,3-dioxo-4,7-methano-2H-isoindol-2-yl]-N-8-quinolinylbenzamide O=C1N(C([C@@H]2[C@@H]3C=C[C@H]([C@H]12)C3)=O)C3=C(C(=O)NC=1C=CC=C2C=CC=NC12)C=CC=C3